COC=1C=C(C=C(C1)OC)C=1C=C(C(NC1C1=C(C=C(C=C1F)F)F)=O)C#N 1,2-dihydro-5-(3,5-dimethoxyphenyl)-6-(2,4,6-trifluorophenyl)-2-oxo-3-pyridinecarbonitrile